NC=1C=CC2=C(OC3=C2C=CC=C3N)C1 3,6-diaminodibenzofuran